methyl 1-(5-(3-(2-fluorophenyl)azetidin-1-yl)-2,3-dihydro-1H-inden-1-yl)piperidine-4-carboxylate FC1=C(C=CC=C1)C1CN(C1)C=1C=C2CCC(C2=CC1)N1CCC(CC1)C(=O)OC